C[C@H]1[C@H]2[C@H](C[C@@H]3[C@@]2(CC[C@H]4[C@H]3CCC5[C@@]4(CC[C@@H](C5)O[C@H]6[C@@H]([C@H]([C@@H]([C@H](O6)CO)O[C@H]7[C@@H]([C@H]([C@@H]([C@H](O7)CO)O)O[C@H]8[C@@H]([C@H]([C@@H](CO8)O)O)O)O[C@H]9[C@@H]([C@H]([C@@H]([C@H](O9)CO)O)O)O)O)O)C)C)O[C@@]1(CCC(C)CO[C@H]1[C@@H]([C@H]([C@@H]([C@H](O1)CO)O)O)O)OC The molecule is a steroid saponin that consists of (3beta,22R)-22-methoxyfurostan-3,26-diol attached to a beta-D-glucopyranosyl residue at position 26 and a beta-D-glucopyranosyl-(1->2)-[beta-D-xylopyranosyl-(1->3)]-beta-D-glucopyranosyl-(1->4)-beta-D-glucopyranosyl residue at position 3 via a glycosidic linkage. Isolated from Brunfelsia grandiflora, it exhibits antileishmanial activity. It has a role as a metabolite and an antileishmanial agent. It derives from a hydride of a furostan.